((1r,3r)-3-(3-methoxy-4-methylphenoxy)cyclobutyl)carbamic acid tert-butyl ester C(C)(C)(C)OC(NC1CC(C1)OC1=CC(=C(C=C1)C)OC)=O